C(C)(C)C=1C=C(C(C)(C)N=C=O)C=CC1 3-isopropyl-α,α-dimethylbenzyl isocyanate